C(C)SC=1N=C2N(N1)C(CC2)C2=CC=CC=C2 2-ethylsulfanyl-5-phenyl-6,7-dihydro-5H-pyrrolo[1,2-b][1,2,4]triazole